NC1=C(C#N)C=C(C(=C1)OC)F 2-amino-5-fluoro-4-methoxybenzonitrile